1-{5-[6-(trifluoromethyl)pyridin-3-yl]-1H-imidazol-2-yl}methylamine FC(C1=CC=C(C=N1)C1=CN=C(N1)CN)(F)F